3-[2-(difluoromethoxy)acetyl]-9-(2,6-dimethyl-4-prop-1-ynyl-phenyl)-3-azaspiro[5.5]undecane-8,10-dione FC(OCC(=O)N1CCC2(CC1)CC(C(C(C2)=O)C2=C(C=C(C=C2C)C#CC)C)=O)F